(S)-3-(3-(4-hydroxy-1,6-dimethyl-2-oxo-1,2-dihydropyridin-3-yl)ureido)-3-(6-methoxy-3'-(trifluoromethoxy)biphenyl-3-yl)propanoic acid OC1=C(C(N(C(=C1)C)C)=O)NC(N[C@@H](CC(=O)O)C=1C=C(C(=CC1)OC)C1=CC(=CC=C1)OC(F)(F)F)=O